O1[C@H](COC2=C1C=CC=C2)C2=CC=C(CN1CCC3(CCCNC3=O)CC1)C=C2 9-{4-[(2S)-2,3-dihydro-1,4-benzodioxin-2-yl]benzyl}-2,9-diazaspiro[5.5]undecan-1-one